BrC1=C(C=CC2=CC(=CC=C12)Cl)C=O 1-bromo-6-chloro-2-naphthaldehyde